benzyl N-[(1S)-1-[[2-[[(1S)-2-amino-2-oxo-1-[[(6R)-5-oxo-4-azaspiro[2.4]heptan-6-yl]methyl]ethyl]amino]-2-oxo-1-(trimethylsilylmethyl)ethyl]carbamoyl]-2,2-dimethyl-propyl]carbamate NC([C@H](C[C@H]1C(NC2(CC2)C1)=O)NC(C(C[Si](C)(C)C)NC(=O)[C@H](C(C)(C)C)NC(OCC1=CC=CC=C1)=O)=O)=O